C(C)(C)(C)OC(=O)N(CCN(C1=CC=C(C=C1)C=1C=C(C2=CN(N=C2C1Cl)[C@@H](C(=O)OCC)C1=C2N(C=N1)C[C@@H](C2)F)Cl)C)C |&1:27| rac-Ethyl 2-(6-(4-((2-((tert-butoxycarbonyl)(methyl)amino)ethyl)(methyl)amino)phenyl)-4,7-dichloro-2H-indazol-2-yl)-2-((R)-6-fluoro-6,7-dihydro-5H-pyrrolo[1,2-c]imidazol-1-yl)acetate